O=C1N(CC2=CC(=CC=C12)OCCCCCC(N1CCN(CC1)C1=CC=CC=C1)=O)N1C(CCCC1=O)=O (1-oxo-5-((6-oxo-6-(4-phenylpiperazin-1-yl)hexyl)oxy)isoindolin-2-yl)piperidine-2,6-dione